C1(CC1)CS(=NC(C1=CC=C(C=C1)C1=NOC(=N1)C(F)(F)F)=O)(C1=NC=CC=C1)=O N-((cyclopropylmethyl)(oxo)(pyridin-2-yl)-λ6-sulfaneylidene)-4-(5-(trifluoromethyl)-1,2,4-oxadiazol-3-yl)benzamide